2-((S)-1-methoxyethyl)pyridine 1-oxide CO[C@@H](C)C1=[N+](C=CC=C1)[O-]